4-methoxy-3-(prop-2-yn-1-yloxy)benzaldehyde COC1=C(C=C(C=O)C=C1)OCC#C